C1=CC=NC(=C1)C2=NC(=C(N=N2)C3=CC=C(C=C3)S(=O)(=O)[O-])C4=CC=C(C=C4)S(=O)(=O)O.O.[Na+] 3-(2-pyridyl)-5,6-diphenyl-1,2,4-triazine-p,p'-disulfonic acid monosodium salt hydrate